ClC1=CC=C(C=C1)C1=CC(=CC(=C1)C1N(NN(C=C1)C1=CC=CC=C1)C1=CC=CC=C1)C1N(NN(C=C1)C1=CC=CC=C1)C1=CC=CC=C1 1-(4-chlorophenyl)-3,5-bis(1,3-diphenyltriazinyl)benzene